1,5-diamino-3-nitro-1H-1,2,4-triazole NN1N=C(N=C1N)[N+](=O)[O-]